(7-(trifluoromethyl)quinoline-4-carbonyl)glycine tert-butyl ester C(C)(C)(C)OC(CNC(=O)C1=CC=NC2=CC(=CC=C12)C(F)(F)F)=O